COC=1C=C(C=C(C1)OC)\C=C\C1=CC=CC=C1 (E)-3,5-dimethoxystilbene